BrC1=C(C=O)C(=C(C=C1Br)OC)O 2,3-Dibromo-6-hydroxy-5-methoxybenzaldehyde